COC(=O)C=1C=NC(=CC1)N1N=C(C(=C1C(C)N(C)C(C1=CC(=CC(=C1)C(F)(F)F)C(F)(F)F)=O)I)N 6-[3-amino-5-[1-[[3,5-bis(trifluoromethyl)benzoyl]-methyl-amino]ethyl]-4-iodo-pyrazol-1-yl]pyridine-3-carboxylic acid methyl ester